C(C1CO1)OC1CCC(CC1)C(C)(C)C1CCC(CC1)OCC1CO1 2,2-bis(4-glycidoxycyclohexyl)propane